2-(3,4-dimethoxyphenyl)-3-methyl-5-(1-(1-phenylethyl)piperidin-4-yl)-1H-indole COC=1C=C(C=CC1OC)C=1NC2=CC=C(C=C2C1C)C1CCN(CC1)C(C)C1=CC=CC=C1